C(C)OC(\C=C\C(=O)C1=C(C=CC=C1)F)=O (E)-4-(2-fluorophenyl)-4-oxobut-2-enoic acid ethyl ester